ClC=1C=C(NC2=C(C(=O)OC)C=CC=C2)C=CC1OCC\C=C\CCOC1=C(C=C(C=C1)CCC(=O)OC)Cl methyl 2-[3-chloro-4-[(E)-6-[2-chloro-4-(3-methoxy-3-oxo-propyl)phenoxy]hex-3-enoxy]anilino]benzoate